F[C@H]1[C@H]2C=C[C@@H](C[C@@H]1N(C1=CC=C(N=N1)C1=C(C=C(C=C1)N1N=NC=C1)O)C)N2 2-(6-(((1R,2S,3S,5R)-2-fluoro-8-azabicyclo[3.2.1]oct-6-en-3-yl)(methyl)amino)pyridazin-3-yl)-5-(1H-1,2,3-triazol-1-yl)phenol